C1(=CC=CC=C1)S(=O)(=O)C(=C)S(=O)(=O)C1=CC=CC=C1 1,1-diphenylsulfonylethylene